CC1=C(OC(=C(C1=O)C)OC)CC/C(=C/C(=C/C2=CC=C(C=C2)[N+](=O)[O-])/C)/C The molecule is a 4-pyranone that is 2-methoxy-3,5-dimethyl-4H-pyran-4-one which is substituted at position 6 by a 2,4-dimethyl-1-(p-nitrophenyl)hexa-1,3-dien-6-yl group (the E,E isomer). It has a role as a bacterial metabolite. It is a member of 4-pyranones, a C-nitro compound, an olefinic compound, a polyketide and a ketene acetal.